C[C@@H]1C2=CN(N=C2C2=C(C1)OC(=C2C(F)(F)F)C(=O)NC[C@H]2OCCC2)CC2CCN(CC2)C(C(CC)=O)=O (4S)-4-methyl-2-{[1-(2-oxobutanoyl)piperidin-4-yl]methyl}-N-{[(2S)-oxolan-2-yl]methyl}-8-(trifluoromethyl)-4,5-dihydro-2H-furo[2,3-g]indazole-7-carboxamide